rac-(cis)-1-(4-aminopyrimidin-2-yl)-3-methoxy-3-methylpiperidin-4-ol NC1=NC(=NC=C1)N1C[C@]([C@@H](CC1)O)(C)OC